NC1(CCN(CC1)C1=NC(=C2C(=N1)NN=C2C2=C(C(=CC=C2)Cl)Cl)C#N)C2=C(C=CC=C2F)F 6-(4-Amino-4-(2,6-difluorophenyl)piperidin-1-yl)-3-(2,3-dichlorophenyl)-1H-pyrazolo[3,4-d]pyrimidine-4-carbonitrile